C(C)(C)OC1CCN(CC1)CC1=CC=C(CNC2=C3C(N(C(=NC3=CC=C2)C)C2C(NC(CC2)=O)=O)=O)C=C1 3-(5-((4-((4-isopropoxypiperidin-1-yl)methyl)benzyl)amino)-2-methyl-4-oxoquinazolin-3(4H)-yl)piperidine-2,6-dione